(3R)-3-{[2-(3-Fluoropyridin-4-yl)[1,2,4]triazolo[1,5-c]quinazolin-5-yl]amino}azepin-2-one FC=1C=NC=CC1C1=NN2C(=NC=3C=CC=CC3C2=N1)NC=1C(N=CC=CC1)=O